NCCOC(CC#N)=O.C1(=CC=CC=C1)C1(C(=NOC1)C1=CC=C(C=C1)Cl)C(=O)C1(N=NC(=C1)C)C phenyl-3-4-chlorophenyl-4-(3,5-dimethyl-pyrazoloyl)isoxazoline 2-aminoethyl-2-cyanoacetate